C(CCC)OCCCC monobutyl oxide